ClC1=NC(=C(C(=C1C#N)C1=CC=C(C=C1)OCC(C)O)C#N)SCC=1C=NC=CC1 2-chloro-4-[4-(2-hydroxypropoxy)phenyl]-6-(3-pyridylmethylsulfanyl)pyridine-3,5-dicarbonitrile